(2,6)-bipyridine N1=C(C=CC=C1)C1=CC=CC=N1